1-(2,6-diisopropylphenyl)-2-(naphtho[1,2-B]benzofuran-10-yl)-1H-naphtho[1,2-d]imidazole C(C)(C)C1=C(C(=CC=C1)C(C)C)N1C(=NC2=C1C1=CC=CC=C1C=C2)C2=CC=CC=1C3=C(OC12)C=1C=CC=CC1C=C3